N-tert-butyl-2-[(3,3-dimethyl-1-oxo-1,3-dihydro-2-benzofuran-5-yl)amino]-4-{[(1S)-2-hydroxy-1-phenylethyl]amino}pyrimidine-5-carboxamide C(C)(C)(C)NC(=O)C=1C(=NC(=NC1)NC1=CC2=C(C(OC2(C)C)=O)C=C1)N[C@H](CO)C1=CC=CC=C1